tert-Butyl ((5-bromothiazol-2-yl)methyl)carbamate BrC1=CN=C(S1)CNC(OC(C)(C)C)=O